FC(S(=O)(=O)OC1CN(C1)C(=O)OCC1=CC=CC=C1)(F)F 1-Benzyl 3-(trifluoromethylsulfonyloxy)azetidine-1-carboxylate